BrC(CCCC(=O)O)C 5-Bromohexanoic acid